[Cl-].[Cl-].C1(=CC=CC=C1)C(C1=CC=CC=C1)=[Zr+2](C1C=CC=C1)C1C=CC=C1 diphenylmethylene-bis(cyclopentadienyl)zirconium dichloride